methyl 3-[3-tert-butyl-5-(5-chlorobenzotriazol-2-yl)-4-hydroxy-phenyl]propanoate C(C)(C)(C)C=1C=C(C=C(C1O)N1N=C2C(=N1)C=CC(=C2)Cl)CCC(=O)OC